[N+](=O)([O-])C=1C=C(CC23CC(C2)(C3)C=O)C=CC1 3-(3-nitrobenzyl)bicyclo[1.1.1]pentane-1-carbaldehyde